CC[C@]12CC[C@H]3[C@H]([C@@H]1CC[C@]2(CC)O)CCC4=CC(=O)CC[C@H]34 13β,17α-diethyl-17β-hydroxygon-4-en-3-one